N-(6-methylpyridazin-3-yl)-1H-benzimidazol-5-amine CC1=CC=C(N=N1)NC1=CC2=C(NC=N2)C=C1